2-nitro-5-[(3R)-oxolan-3-yl]oxypyridine [N+](=O)([O-])C1=NC=C(C=C1)O[C@H]1COCC1